methyl {(6S)-4-[4'-(2-t-butoxy-2-oxoethoxy)-2'-cyano[1,1'-biphenyl]-4-yl]-2,3,9-trimethyl-6H-thieno[3,2-f][1,2,4]triazolo[4,3-a][1,4]diazepin-6-yl}acetate C(C)(C)(C)OC(COC1=CC(=C(C=C1)C1=CC=C(C=C1)C1=N[C@H](C=2N(C3=C1C(=C(S3)C)C)C(=NN2)C)CC(=O)OC)C#N)=O